3-(1,3-dimethylbutylidene)aminopropyl-methyldiethoxysilane tert-butyl-4-((3-(cyanomethyl)-2-iodobenzo[b]thiophen-7-yl)amino)-3-fluoropiperidine-1-carboxylate C(C)(C)(C)OC(=O)N1CC(C(CC1)NC1=CC=CC2=C1SC(=C2CC#N)I)F.CC(CC(C)C)=NCCC[Si](OCC)(OCC)C